5-(6-chloropyrazin-2-yl)pyridin ClC1=CN=CC(=N1)C=1C=CC=NC1